COC(=O)C1=CC(=NC2=CC=CC=C12)C1=CC(=CC=C1)C(F)(F)F 2-(3-trifluoromethylphenyl)quinoline-4-carboxylic acid methyl ester